N1=CSC=2C=NC=CC21 thiazolo[5,4-c]-pyridine